2-((1-(2,7-dimethyl-1-oxo-3-(4-(pyrrolidin-1-yl)phenyl)-1,2-dihydroisoquinolin-5-yl)ethyl)amino)benzoic acid CN1C(C2=CC(=CC(=C2C=C1C1=CC=C(C=C1)N1CCCC1)C(C)NC1=C(C(=O)O)C=CC=C1)C)=O